[(2S,4R)-4-[(1-benzyl-3,6-dihydro-2H-pyridin-4-yl)oxy]-1-methyl-pyrrolidin-2-yl]methanol C(C1=CC=CC=C1)N1CCC(=CC1)O[C@@H]1C[C@H](N(C1)C)CO